FC(C=1C=CC(=C(C#N)C1)F)F 5-difluoromethyl-2-fluorobenzonitrile